NC(CC=1CC(=CC2=C(N1)C=C(C=C2)C(=O)N2CCCC2)C(=O)N)C 2-amino-n-propyl-8-(pyrrolidine-1-carbonyl)-3H-benzo[b]azepin-4-carboxamide